(S)-1-(3-(3-aminopyrrolidin-1-yl)phenyl)-N-(4-(4-(4,4-difluoropiperidin-1-yl)-7H-pyrrolo[2,3-d]pyrimidin-6-yl)phenyl)methanesulfonamide N[C@@H]1CN(CC1)C=1C=C(C=CC1)CS(=O)(=O)NC1=CC=C(C=C1)C1=CC2=C(N=CN=C2N2CCC(CC2)(F)F)N1